C(#N)C[C@H]1N(C[C@H](C1)C(F)(F)F)C(=O)OC(C)(C)C tert-butyl (2S,4S)-2-(cyanomethyl)-4-(trifluoromethyl)pyrrolidine-1-carboxylate